ethyl 3-((4-butoxyphenyl)sulfonyl)-4-(4-phenyl-[1,4'-bipiperidin]-1'-yl)quinoline-6-carboxylate C(CCC)OC1=CC=C(C=C1)S(=O)(=O)C=1C=NC2=CC=C(C=C2C1N1CCC(CC1)N1CCC(CC1)C1=CC=CC=C1)C(=O)OCC